N1=C(C=CC=C1)C1=C(OC=C1)C(=O)N (pyridin-2-yl)furan-2-carboxamide